C(#C)C=1C=C(CN2C(S\C(\C2=O)=C/C2=CC(=C(C=C2)F)OC)=O)C=CC1 (Z)-3-(3-ethynylbenzyl)-5-(4-fluoro-3-methoxybenzylidene)thiazolidine-2,4-dione